9,10-di(n-octoxy)anthracene C(CCCCCCC)OC=1C2=CC=CC=C2C(=C2C=CC=CC12)OCCCCCCCC